C(C)C1=CC2=C(C3=CC=CC=C3C=C2C=C1)OC(=O)OCCCCCCCCC 2-ethyl-9-(n-nonyloxycarbonyloxy)anthracene